CC(C(C(=O)O)(C)C)P(=O)(O)O.ClCC(=O)N(CCC)CCC 2-chloro-N,N-dipropyl-acetamide trimethyl-3-phosphonopropionate